N-(2-(4-hydroxyphenyl)-1-(hydroxycarbonyl)ethyl)bicyclo[2.2.1]Hept-5-ene-2,3-dicarboximide OC1=CC=C(C=C1)CC(C(=O)O)N1C(=O)C2C3C=CC(C2C1=O)C3